C(#N)CC1(OC2=C(C1)C=C(C(=C2)N2CCOCC2)NC(=O)C=2C=NN1C2N=CC=C1)C N-(2-(cyanomethyl)-2-methyl-6-morpholino-2,3-dihydrobenzofuran-5-yl)pyrazolo[1,5-a]pyrimidine-3-carboxamide